C(C1=CC=CC=C1)OC1=C2CN(C(C2=C(C=C1)C(F)(F)F)=O)C1C(NC(CC1)=O)=O 3-(4-(benzyloxy)-1-oxo-7-(trifluoromethyl)isoindolin-2-yl)piperidine-2,6-dione